diglycyl ether NCC(=O)OC(CN)=O